CC1=C(C=NC(=C1)C)/C=C/C(=O)C1=C(C2=C(NC1=O)SC=C2)SC (E)-5-(3-(4,6-dimethylpyridin-3-yl)acryloyl)-4-methylthiothieno[2,3-b]pyridin-6(7H)-one